C(C)(C)(C)OC(=O)N1C[C@H](CC1)SC (S)-3-methylsulfanyl-pyrrolidine-1-carboxylic acid tert-butyl ester